BrC=1N=C(SC1)NC(CNC(=O)C1=CN(C=C1)S(=O)(=O)C)=O N-(2-((4-bromothiazol-2-yl)amino)-2-oxoethyl)-1-(methylsulfonyl)-1H-pyrrole-3-carboxamide